N-[(1S)-1-(benzothiophen-7-yl)ethyl]-5-[4-(trifluoromethyl)phenyl]naphthalene-2-carboxamide S1C=CC2=C1C(=CC=C2)[C@H](C)NC(=O)C2=CC1=CC=CC(=C1C=C2)C2=CC=C(C=C2)C(F)(F)F